OCC1(CCOCC1)C#N 4-(hydroxymethyl)tetrahydropyran-4-carbonitrile